2-(4-methyl-1,2,5-oxadiazol-3-yl)acetic acid CC=1C(=NON1)CC(=O)O